(R)-3-(4-(5-chloro-3-fluoropyridin-2-yl)-3,6-dioxo-1-(4-(trifluoromethyl)benzyl)piperazin-2-yl)bicyclo[1.1.1]pentane-1-carboxamide ClC=1C=C(C(=NC1)N1C([C@H](N(C(C1)=O)CC1=CC=C(C=C1)C(F)(F)F)C12CC(C1)(C2)C(=O)N)=O)F